2-{3-[(2R,6S)-2,6-dimethylmorpholine-4-carbonyl]-5,6-dihydrocyclopenta[c]pyrazol-1(4H)-yl}-1-{4-[2-methyl-3-(trifluoromethyl)phenyl]piperidin-1-yl}ethan-1-one C[C@@H]1CN(C[C@@H](O1)C)C(=O)C=1C2=C(N(N1)CC(=O)N1CCC(CC1)C1=C(C(=CC=C1)C(F)(F)F)C)CCC2